5-methyldihydrouridine CC1C(NC(N([C@H]2[C@H](O)[C@H](O)[C@@H](CO)O2)C1)=O)=O